FC(C1=CC=C(C=C1)N1N=NC(=C1COC1=CC=C(C=N1)N1CC(NCC1)=O)C)F 4-(6-[(1-(4-(difluoromethyl)phenyl)-4-methyl-1H-1,2,3-triazol-5-yl)methoxy]pyridin-3-yl)piperazin-2-one